CC1=CC=C(C=C1)C1=CC=C(C=C1)CCC 4-methyl-4'-propyl-biphenyl